C(C)N1C=NC(=C1CSC=1NC(C2=C(N1)CSC2)=O)CC 2-(((1,4-diethyl-1H-imidazol-5-yl)methyl)thio)-5,7-dihydrothieno[3,4-d]pyrimidin-4(3H)-one